5-chloro-N1-(6-ethylpyridin-2-yl)-2-methylbenzene-1,3-diamine ClC=1C=C(C(=C(C1)NC1=NC(=CC=C1)CC)C)N